4-bromo-3-fluoro-2-hydroxybenzaldehyde BrC1=C(C(=C(C=O)C=C1)O)F